C(C)(C)(C)[S@](=O)N[C@H](CC(C(F)(F)F)(C)C)C1=NC2=C(N1COCC[Si](C)(C)C)C=CC(=C2)[C@@H](C)NC(CCC(F)(F)F)=O |o1:7| N-((R)-1-(2-((R*)-1-(((S)-tert-butylsulfinyl)amino)-4,4,4-trifluoro-3,3-dimethylbutyl)-1-((2-(trimethylsilyl)ethoxy)methyl)-1H-benzo[d]imidazol-5-yl)ethyl)-4,4,4-trifluorobutanamide